BrCC1=C(C=CC=C1)Br 1-(bromomethyl)-2-bromobenzene